N-((5-fluoro-2,3-dihydrobenzofuran-4-yl)methyl)-1,6-naphthyridin-5-amine FC=1C=CC2=C(CCO2)C1CNC=1C=2C=CC=NC2C=CN1